IC1=C2C=CC=NC2=C(C=C1)NC(C(C=C)(C)C)=O N-(5-iodoquinolin-8-yl)-2,2-dimethyl-3-butenamide